C(CCCC)OCOCCCC(C)[Li] 4-pentyloxymethoxy-1-methylbutyllithium